(R)-N-((1-(6-((4-(5,6-dihydro-4H-pyrrolo[1,2-b]pyrazol-3-yl)-5-fluoropyridin-2-yl)amino)-3-methylpyridin-2-carbonyl)-5,5-difluoropiperidin-2-yl)methyl)acetamide N=1N2C(=C(C1)C1=CC(=NC=C1F)NC1=CC=C(C(=N1)C(=O)N1[C@H](CCC(C1)(F)F)CNC(C)=O)C)CCC2